N-(2-hydroxy-1-phenylethyl)-1-(5-methyl-2-((4-(piperazin-1-yl)-phenyl)amino)pyrimidin-4-yl)-1H-pyrrole-3-carboxamide OCC(C1=CC=CC=C1)NC(=O)C1=CN(C=C1)C1=NC(=NC=C1C)NC1=CC=C(C=C1)N1CCNCC1